1,1-dioxo-2,3-dihydrobenzothiophen O=S1(CCC2=C1C=CC=C2)=O